(1S,9S)-9-ethyl-5-fluoro-1,9-dihydroxy-4-methyl-1,2,3,9,12,15-hexahydro-10H,13H-benzo[de]pyrano[3',4':6,7]indolizino[1,2-b]quinoline-10,13-dione C(C)[C@]1(C(OCC=2C(N3CC=4C(=NC=5C=C(C(=C6C5C4[C@H](CC6)O)C)F)C3=CC21)=O)=O)O